O[C@H]1CN(CCC1)C1=C(C=C(C=C1)C=1[C@@H](NC(NN1)=O)C)C(F)(F)F (5S)-6-{4-[(3R)-3-hydroxypiperidin-1-yl]-3-(trifluoromethyl)phenyl}-5-methyl-4,5-dihydro-1,2,4-triazin-3(2H)-one